C(C)(C)(C)OC(=O)N[C@H]1CN(CCC1)C(=O)C1=CC2=C(N(C(=N2)C=2N3CCN(C4=CC=CC(C2)=C34)C(=O)OC(C)(C)C)C)C=C1 tert-butyl 2-[5-[(3R)-3-(tert-butoxycarbonylamino) piperidine-1-carbonyl]-1-methyl-benzimidazol-2-yl]-1,9-diazatricyclo[6.3.1.04,12]dodeca-2,4(12),5,7-tetraene-9-carboxylate